N-((1s,3s)-3-((4-((3,4-dichloro-2-fluorophenyl)amino)-7-(oxetan-3-yloxy)quinazolin-6-yl)oxy)cyclobutyl)acrylamide ClC=1C(=C(C=CC1Cl)NC1=NC=NC2=CC(=C(C=C12)OC1CC(C1)NC(C=C)=O)OC1COC1)F